C(C)OC(C(C(C(F)(F)F)(F)F)(F)F)(F)F 1-(ethoxy)nonafluorobutane